COC1=NOC(=C1)C(C(=O)OCC)C(C)C ethyl 2-(3-methoxy-1,2-oxazol-5-yl)-3-methylbutanoate